COC(=O)C=1NC2=CC(=C(C(=C2C1)Cl)F)Cl.N(=O)N1C=C(C=C1)C(=O)NCC(F)(F)F 1-nitroso-N-(2,2,2-trifluoroethyl)pyrrole-3-carboxamide methyl-4,6-dichloro-5-fluoro-1H-indole-2-carboxylate